(1R,2S,3R)-2-hydroxycyclopentane OC1CCCC1